4-[[(3R)-3-piperidyl]oxy]-3-pyrimidin-5-yl-1H-pyrrolo[2,3-b]pyridine N1C[C@@H](CCC1)OC1=C2C(=NC=C1)NC=C2C=2C=NC=NC2